aluminum borohydride calcium aluminum sulfate S(=O)(=O)([O-])[O-].[Al+3].[Ca+2].[BH4-].[Al+3]